5,6-Bis(benzyloxy)-7-((4,5-bis(benzyloxy)-2-nitrophenyl)ethynyl)benzopyrrole C(C1=CC=CC=C1)OC=1C(=C(C2=C(C=CN2)C1)C#CC1=C(C=C(C(=C1)OCC1=CC=CC=C1)OCC1=CC=CC=C1)[N+](=O)[O-])OCC1=CC=CC=C1